C(N)(=O)C(C(C)(C)C)NC(=O)C1=NN(C2=CC=CC=C12)CCCC N-(1-carbamoyl-2,2-dimethylpropyl)-1-butylindazole-3-carboxamide